F[C@H]1C[C@H](N2N=C(N=C21)S(=O)(=O)[C@H]2C(C2)(F)F)C2=C(C=CC=C2)F (5S,7S)-7-fluoro-5-(2-fluorophenyl)-2-[(1R)-2,2-difluorocyclopropyl]sulfonyl-6,7-dihydro-5H-pyrrolo[1,2-b][1,2,4]triazole